OC1=C(C=CC=C1)CC(OC)OC hydroxydimethoxyethylbenzene